C(C)(C)(C)OC(=O)N1CCC2(CC1)C(C=1C(=NC=CC1)O2)=O 3-oxo-3H-spiro[furo[2,3-b]pyridine-2,4'-piperidine]-1'-carboxylic acid tert-butyl ester